ClC=1C=C(C=C(C1N1C=CC2=C(C=CC=C12)C(C)(C)O)Cl)N1N=C(C(NC1=O)=O)C#N 2-(3,5-dichloro-4-(4-(2-hydroxypropan-2-yl)-1H-indol-1-yl)phenyl)-3,5-dioxo-2,3,4,5-tetrahydro-1,2,4-triazine-6-carbonitrile